CC(=CCC1=C2C(=CC3=C1O[C@@H](CC3=O)C4=C(C(=CC(=C4O)O)C5=C(C=C(C=C5)O)O)O)C=CC(O2)(C)C)C The molecule is an extended flavonoid that consists of (2S)-flavanone substituted by hydroxy groups at positions 2', 3', and 6', a 2,4-dihyroxyphenyl group at position 5', a prenyl group at position 8 and a gem-dimethylpyran ring fused across positions 6 and 7. It has a role as a metabolite. It is a trihydroxyflavanone, an extended flavonoid, a member of resorcinols and a pyranochromane.